2-[4-[[(1S,3R)-3-hydroxycyclopentyl]amino]phthalazin-1-yl]-5-methylsulfonyl-phenol O[C@H]1C[C@H](CC1)NC1=NN=C(C2=CC=CC=C12)C1=C(C=C(C=C1)S(=O)(=O)C)O